2-(3-chloro-4-fluorophenyl)-isothiazol-3-one ClC=1C=C(C=CC1F)N1SC=CC1=O